NCCN1CCN(CC1)C(=O)N1C(=N[C@H]([C@H]1C1=CC=C(C=C1)Cl)C1=CC=C(C=C1)Cl)C1=C(C=C(C=C1)OC)OC(C)C (4-(2-aminoethyl)piperazin-1-yl)((4S,5R)-4,5-bis(4-chlorophenyl)-2-(2-isopropoxy-4-methoxyphenyl)-4,5-dihydro-1H-imidazol-1-yl)methanone